C1CC(=O)N(C1=O)C2=CC=CC=C2 n-phenylsuccinimide